Cl.C(#N)C1=CC=C(C=C1)C1=C(NC2=CC=CC=C12)C(=O)NC[C@H](CC(CN)O)N 3-(4-cyanophenyl)-N-((2S)-2,5-diamino-4-hydroxypentyl)-1H-indole-2-carboxamide hydrogen chloride salt